FC1=CC=C(C=C1)C1=CC(=C(C=N1)CNC(OC(C)(C)C)=O)C=1OC(=NN1)CCOC tert-butyl ((6-(4-fluorophenyl)-4-(5-(2-methoxyethyl)-1,3,4-oxadiazol-2-yl)pyridin-3-yl)methyl)carbamate